CC1C(C(=O)OCC2=NN(C(=C2I)C)CCO[Si](C)(C)C(C)(C)C)(C=C(C=N1)C)F [1-[2-[tert-butyl-(dimethyl)silyl]oxyethyl]-4-iodo-5-methyl-pyrazol-3-yl]methanol methyl-3-fluoro-5-methylnicotinate